2-[3-(4-Ethylpyrazol-1-yl)-1-[2-[[1-[2-[4-(oxetan-3-yl)piperazin-1-yl]-2-oxoethyl]pyrazol-4-yl]amino]-[1,2,4]triazolo[1,5-a]pyridin-8-yl]azetidin-3-yl]acetonitril C(C)C=1C=NN(C1)C1(CN(C1)C=1C=2N(C=CC1)N=C(N2)NC=2C=NN(C2)CC(=O)N2CCN(CC2)C2COC2)CC#N